3-(5-(((1R,2S)-2-(3-ethoxyazetidin-1-yl)cyclohexyl)methyl)-1-oxoisoindolin-2-yl)piperidine-2,6-dione C(C)OC1CN(C1)[C@@H]1[C@H](CCCC1)CC=1C=C2CN(C(C2=CC1)=O)C1C(NC(CC1)=O)=O